2-[3-methyl-5-(1-piperidylmethyl)indol-1-yl]propanoic acid CC1=CN(C2=CC=C(C=C12)CN1CCCCC1)C(C(=O)O)C